The molecule is an acene that consists of five ortho-fused benzene rings in a rectilinear arrangement. It is an acene and a member of pentacenes. C1=CC=C2C=C3C=C4C=C5C=CC=CC5=CC4=CC3=CC2=C1